S1SCCC1 1,2-Dithiolane